NC1=C(C(=NC=N1)O)CCO 6-amino-5-(2-hydroxyethyl)pyrimidin-4-ol